ClC=1C=C(C=CC1)[C@@](NC(=O)C1CC2(C1)NC(NC2=O)=O)(C2CCCC2)C#N (2r,4S)-N-((S)-(3-chlorophenyl)(cyano)(cyclopentyl)methyl)-6,8-dioxo-5,7-diazaspiro[3.4]octane-2-carboxamide